CN(CCCCO)CCCC1=CC=CC=C1 4-[methyl-(3-phenylpropyl)amino]butan-1-ol